O=C1C(=CN=C(N1C1=CC=CC=C1)C=1C=NC=CC1)C(=O)OCC ethyl 6-oxo-1-phenyl-2-pyridin-3-yl-1,6-dihydropyrimidine-5-carboxylate